CC=1C=CC(=C(C1)O)C1=C2C(=C(N=N1)N[C@H]1CN(CCC1)C)C=NC=C2 5-methyl-2-(4-{[(3R)-1-methylpiperidin-3-yl]amino}pyrido[3,4-d]pyridazin-1-yl)phenol